N-[(benzyloxy)carbonyl]-L-glutamic acid C(C1=CC=CC=C1)OC(=O)N[C@@H](CCC(=O)O)C(=O)O